N1=CC(=CC=C1)C1=NOC(=N1)C=1C=C2CCC(NC2=CC1)=O 6-[3-(pyridin-3-yl)-1,2,4-oxadiazol-5-yl]-1,2,3,4-tetrahydroquinolin-2-one